FC=1C=C(C=CC1F)N1N=C2N(C1=O)[C@@H](CC2)C=2C=NC=C(C2)F (S)-2-(3,4-difluorophenyl)-5-(5-fluoropyridin-3-yl)-2,5,6,7-tetrahydro-3H-pyrrolo[2,1-c][1,2,4]triazol-3-one